C1(CCCC1)C1=NC=C(C(=N1)OC1=CC(=CC=C1)F)C(=O)NC(C)C=CS(=O)(=O)C 2-cyclopentyl-4-(3-fluorophenoxy)-N-(4-(methylsulfonyl)but-3-en-2-yl)pyrimidine-5-carboxamide